tert-butyl (6S)-6-methyl-2-prop-2-enoyl-2,7-diazaspiro[3.5]nonane-7-carboxylate C[C@H]1CC2(CN(C2)C(C=C)=O)CCN1C(=O)OC(C)(C)C